N-(3-(2-((4-(4-(8-((2-(2,6-dioxopiperidin-3-yl)-1,3-dioxoisoindolin-4-yl)oxy)octyl)piperidin-1-yl)phenyl)amino)pyrrolo[2,1-f][1,2,4]triazin-7-yl)phenyl)methanesulfonamide O=C1NC(CCC1N1C(C2=CC=CC(=C2C1=O)OCCCCCCCCC1CCN(CC1)C1=CC=C(C=C1)NC1=NN2C(C=N1)=CC=C2C=2C=C(C=CC2)NS(=O)(=O)C)=O)=O